C(CC)(=O)ONP(=O)(OC[C@H]1O[C@H]([C@]([C@@H]1O)(C)F)N1C(NC(C=C1)=O)=O)OC=1C=C2C=CNC2=CC1 ((1H-indol-5-yloxy) ((((2R,3R,4R,5R)-5-(2,4-dioxo-3,4-dihydropyrimidin-1(2H)-yl)-4-fluoro-3-hydroxy-4-methyltetrahydrofuran-2-yl) methoxy) phosphoryl) amino) propionate